Tert-butyl 2-(2,6-dichloropyridin-4-yl)-2-methylazetidine-1-carboxylate ClC1=NC(=CC(=C1)C1(N(CC1)C(=O)OC(C)(C)C)C)Cl